N1=C(N=CC=C1)N1[C@@H](C2=C(CC1)NC=N2)C2=NN1C(C(=CC=C1)C(F)(F)F)=C2 (S)-5-(pyrimidin-2-yl)-4-(4-(trifluoromethyl)pyrazolo[1,5-a]pyridin-2-yl)-4,5,6,7-tetrahydro-1H-imidazo[4,5-c]pyridine